6,7-difluoro-N-methoxy-N-methyl-1-(oxan-2-yl)indazole-4-carboxamide FC=1C=C(C=2C=NN(C2C1F)C1OCCCC1)C(=O)N(C)OC